FC1=CC=C(C=C1)C=1N=C2SC=C(N2C1)C 6-(4-fluorophenyl)-3-methylimidazo[2,1-b]thiazole